NC1=C(C2=C(S1)C(C(CC2)(C2=NC(=NO2)C)CC2CC2)=O)C(=O)O 2-Amino-6-(cyclopropylmethyl)-6-(3-methyl-1,2,4-oxadiazol-5-yl)-7-oxo-4,5,6,7-tetrahydrobenzo[b]thiophene-3-carboxylic acid